ClC1=CC2=C(NC(=N2)C=CC(=O)N(C(C)C)C(C)C)C=C1Cl 3-(5,6-dichloro-1H-1,3-benzodiazol-2-yl)-N,N-bis(propan-2-yl)propenamide